(4-methoxyphenyl)-7-oxo-6-[4-(2-oxopiperidin-1-yl)phenyl]-4,5,6,7-tetrahydro-1H-pyrazolo[3,4-C]pyridine-3-carboxamide COC1=CC=C(C=C1)N1N=C(C2=C1C(N(CC2)C2=CC=C(C=C2)N2C(CCCC2)=O)=O)C(=O)N